tert-butyl-6-amino-2-azaspiro[3.3]heptane-2-carboxylic acid tert-butyl ester C(C)(C)(C)OC(=O)N1C(C2(C1)CC(C2)N)C(C)(C)C